4-((S)-4-Acryloyl-3-(cyanomethyl)piperazin-1-yl)-7-(2-amino-7-fluorobenzo[d]thiazole-4-yl)-6-chloro-8-fluoroquinoline-3-carbonitrile C(C=C)(=O)N1[C@H](CN(CC1)C1=C(C=NC2=C(C(=C(C=C12)Cl)C1=CC=C(C2=C1N=C(S2)N)F)F)C#N)CC#N